C(CCC)C1=CC=C(COC(CCC(=O)O)OCC2=CC=C(C=C2)CCCC)C=C1 4,4-bis((4-butylbenzyl)oxy)butyric acid